ClC1=C(OC2=C(C=CC3=C2NC(=NS3(=O)=O)NCC=3C=NC=CC3C(F)(F)F)F)C=CC=C1 5-(2-chlorophenoxy)-6-fluoro-3-(((4-(trifluoromethyl)pyridin-3-yl)methyl)amino)-4H-benzo[e][1,2,4]thiadiazine 1,1-dioxide